gold-cobalt oxide [Co]=O.[Au]